N1CCC(CC1)NC(=O)C1=CC=C(C(=O)OC(C)(C)C)C=C1 tert-butyl 4-[(piperidin-4-yl)carbamoyl]benzoate